2,6-diisopropyl-4-benzhydryl-aniline C(C)(C)C1=C(N)C(=CC(=C1)C(C1=CC=CC=C1)C1=CC=CC=C1)C(C)C